FC=1C=C(OCC([C@H](C[C@H]2C(NCC2)=O)NC(=O)[C@@H]2[C@H]3C([C@H]3CN2C([C@@H](NC(C(F)(F)F)=O)C(C)C)=O)(C)C)=O)C=C(C1)F (1R,2S,5S)-N-{(2S)-4-(3,5-difluorophenoxy)-3-oxo-1-[(3S)-2-oxopyrrolidin-3-yl]butan-2-yl}-6,6-dimethyl-3-[N-(trifluoroacetyl)-L-valyl]-3-azabicyclo[3.1.0]hexane-2-carboxamide